[Br-].NC1=CC2=C3C(=CC=C(C3=C([NH+]=C2C=C1)C1=CC=CC=C1)N)CC 2,7-diamino-10-ethyl-6-phenylphenanthridinium bromide